C(C)(=O)OC1COCCC1 tetrahydro-2H-pyran-3-yl acetate